(S)-6-((7-chloro-(1,2,3,4-tetrahydronaphthyl))amino)-3-isopropylpyrimidine-2,4(1h,3h)-dione ClC1=CC=C2CCC[C@@H](C2=C1)NC1=CC(N(C(N1)=O)C(C)C)=O